NC1=C(C=C(C=C1O)Br)O 2-amino-5-bromobenzene-1,3-diol